C[C@H](CCCC(C)C(=O)SCCNC(=O)CCNC(=O)[C@@H](C(C)(C)COP(=O)(O)OP(=O)(O)OC[C@@H]1[C@H]([C@H]([C@@H](O1)N2C=NC3=C(N=CN=C32)N)O)OP(=O)(O)O)O)[C@H]4CC[C@@H]5[C@@]4(CC[C@H]6[C@H]5[C@@H](C[C@H]7[C@@]6(CC[C@H](C7)O)C)O)C The molecule is a cholestanoyl-CoA formed by thioester linkage between 3alpha,7alpha-dihydroxy-5beta-cholestan-26-oic acid and coenzyme A. It has a role as a bile acid metabolite, a human metabolite and a mouse metabolite. It derives from a 3alpha,7alpha-dihydroxy-5beta-cholestan-26-oic acid.